C1(=CC(=CC=C1)C=1N=C2SC3=C(N2C1)C=CC(=C3)NC(OC(C)(C)C)=O)C tert-butyl (2-(m-tolyl)benzo[d]imidazo[2,1-b]thiazol-7-yl)carbamate